2-(3-chloro-4-((3-(4-methoxy-3-(pentyloxy)phenyl)-2-oxotetrahydropyrimidin-1(2H)-yl)methyl)-1H-pyrrolo[2,3-b]pyridin-1-yl)-N,N-dimethylacetamide ClC1=CN(C2=NC=CC(=C21)CN2C(N(CCC2)C2=CC(=C(C=C2)OC)OCCCCC)=O)CC(=O)N(C)C